5-(3-fluoroimidazo[1,2-a]pyridin-6-yl)-2-isobutyl-7H-pyrrolo[2,3-d]pyrimidine FC1=CN=C2N1C=C(C=C2)C2=CNC=1N=C(N=CC12)CC(C)C